ClC=1C=CC(=C(C=O)C1)OC1=CC=CC=C1 5-chloro-2-phenoxybenzaldehyde